4-methyl-1-((trifluoromethyl)sulfonyl)-1H-pyrazole-3-amine CC=1C(=NN(C1)S(=O)(=O)C(F)(F)F)N